BrC1=CC=2N(C(=C1NC(=O)C1=CC(=NN1C1=NC=CC=C1Cl)OC)C(=O)NC(C)C1CC1)N=CC2 5-bromo-6-(1-(3-chloropyridin-2-yl)-3-methoxy-1H-pyrazole-5-carboxamido)-N-(1-cyclopropylethyl)pyrazolo[1,5-a]pyridine-7-carboxamide